CC1=CC(=NC=C1N1CCCC1)[N+](=O)[O-] 4-methyl-2-nitro-5-(pyrrolidin-1-yl)pyridine